1-(4-benzyl-5-(isopropylthio)thiazol-2-yl)-4-(2,6-dimethylpyridin-4-yl)-3-methyl-1H-pyrazole-5-carboxylic acid C(C1=CC=CC=C1)C=1N=C(SC1SC(C)C)N1N=C(C(=C1C(=O)O)C1=CC(=NC(=C1)C)C)C